((4-(trifluoromethyl)-2-oxabicyclo[2.1.1]hexan-1-yl)methyl)-4-azaspiro[2.5]octane-7-carboxamide FC(C12COC(C1)(C2)CC2CC21NCCC(C1)C(=O)N)(F)F